C(C)(C)(C)OC(=O)N1CCN(CC1)C1=CC2=C(C(=C(O2)C(=O)O)CNC2C(NC(CC2)=O)=O)C=C1 6-(4-(tert-Butoxycarbonyl)piperazin-1-yl)-3-(((2,6-dioxopiperidin-3-yl)amino)methyl)benzofuran-2-carboxylic acid